tert-butyl ((1r,4r)-4-((2-(1-methyl-2,6-dioxopiperidin-3-yl)-1-oxoisoindolin-4-yl)(pentyl)amino)cyclohexyl)carbamate CN1C(C(CCC1=O)N1C(C2=CC=CC(=C2C1)N(C1CCC(CC1)NC(OC(C)(C)C)=O)CCCCC)=O)=O